racemic-sulfate S(=O)(=O)([O-])[O-]